C(C)OC(\C(\C(C)=C=O)=C(\C1=CC=C(C=C1)Br)/N)=O (Z)-2-(amino(4-bromophenyl)methylene)-3-carbonylbutanoic acid ethyl ester